silver di-thiol S1SCC=C1.[Ag]